Myristyl isostearat C(CCCCCCCCCCCCCCC(C)C)(=O)OCCCCCCCCCCCCCC